FC=1C=C2C(=NC1C=O)C=C(O2)C2(CC2)C 6-fluoro-2-(1-methylcyclopropyl)furo[3,2-b]pyridine-5-carbaldehyde